1-(4-((3S,4R)-7-hydroxy-3-(3-(trifluoromethoxy)phenyl)isochroman-4-yl)phenyl)piperidine-4-carbaldehyde OC1=CC=C2[C@H]([C@H](OCC2=C1)C1=CC(=CC=C1)OC(F)(F)F)C1=CC=C(C=C1)N1CCC(CC1)C=O